ClC=1C=C(OC2CCC(CC2)NC(C2=CC=C(C=C2)CCCCCC=O)=O)C=CC1C#N N-((1r,4r)-4-(3-chloro-4-cyanophenoxy)cyclohexyl)-4-(6-oxohexyl)benzamide